CC=1C(=NSC1)C1CCN(CC1)C(=O)OC(C)(C)C tert-butyl 4-(4-methylisothiazol-3-yl)piperidine-1-carboxylate